C(C)OC(CCCCCCCNC1CC(C1)C(=O)[O-])=O (1r,3r)-3-[(8-ethoxy-8-oxooctyl)amino]cyclobutane-1-carboxylate